N-[(3R)-1-{(5S)-5-[3-(2,6-difluorophenyl)-5-fluoropyridin-2-yl]-5-(fluoromethyl)-4,5-dihydro-1,2-oxazol-3-yl}-4,4-difluoropyrrolidin-3-yl]-1-fluoromethanesulfonamide FC1=C(C(=CC=C1)F)C=1C(=NC=C(C1)F)[C@@]1(CC(=NO1)N1C[C@H](C(C1)(F)F)NS(=O)(=O)CF)CF